COC1=NC=CC=C1C=1C=NN2C1N=C(C=C2)N2CCN(CC2)C(=O)OC2=CC=C(C=C2)[N+](=O)[O-] (4-nitrophenyl) 4-[3-(2-methoxy-3-pyridyl)pyrazolo[1,5-a]pyrimidin-5-yl]piperazine-1-carboxylate